CS(=O)(=O)C=1C=C(C=CC1)C=C1CC2(CN(C2)C(=O)OC(C)(C)C)C1 Tert-Butyl 6-[(3-methylsulfonylphenyl)methylene]-2-azaspiro[3.3]heptane-2-carboxylate